N-[2-(3-cyanophenyl)-5-(2,6-difluoro-4-methoxyphenyl)-1-methyl-3-oxo-2,3-dihydro-1H-pyrazol-4-yl]-4-(difluoromethoxy)benzamide C(#N)C=1C=C(C=CC1)N1N(C(=C(C1=O)NC(C1=CC=C(C=C1)OC(F)F)=O)C1=C(C=C(C=C1F)OC)F)C